C(#N)[C@H]1N(CSC1)C(CNC(=O)C1=CC=NC2=CC=C(C=C12)C1(CCOCC1)C)=O (R)-N-(2-(4-Cyanothiazolidin-3-yl)-2-oxoethyl)-6-(4-methyltetrahydro-2H-pyran-4-yl)quinoline-4-carboxamide